COC=1C=C(CNC(=O)COC(C=C(C)C)=O)C=CC1OC 3-methylbut-2-enoic acid (3,4-dimethoxy-benzylcarbamoyl)-methyl ester